BrCC(=O)C=1SC(=CC1)Cl 2-bromo-1-(5-chlorothiophene-2-yl)ethan-1-one